C(C1=CC=CC=C1)(=O)O[C@H]1CN([C@H]2CN([C@@H]12)CC1=CC=CC=C1)C(=O)OC(C)(C)C tert-butyl (1S,4S,5R)-4-(benzoyloxy)-6-benzyl-2,6-diazabicyclo[3.2.0]Heptane-2-carboxylate